(4-(((1s,4s)-4-aminocyclohexyl)amino)-2-((4-(4-methylpiperazin-1-yl)phenyl)amino)-7H-pyrrolo[2,3-d]pyrimidin-5-yl)(4-fluorophenyl)methanone NC1CCC(CC1)NC=1C2=C(N=C(N1)NC1=CC=C(C=C1)N1CCN(CC1)C)NC=C2C(=O)C2=CC=C(C=C2)F